(E)-2-methyl-N-(4,4,4-trifluorobutylidene)propane-2-sulfinamide CC(C)(C)S(=O)/N=C/CCC(F)(F)F